NC1=C(SC=2N=C(SC21)C)C(=O)N[C@H]2CC1=C(C=C(C(=C1CC2)C#N)N2CC1CCC(C2)N1)F 6-amino-N-[(2R)-5-cyano-6-{3,8-diazabicyclo[3.2.1]octan-3-yl}-8-fluoro-1,2,3,4-tetrahydronaphthalen-2-yl]-2-methylthieno[2,3-d][1,3]thiazole-5-carboxamide